ClC=1C=C(C=C(C1OC=1C=C2CCN(C(C2=CC1)=O)CC=1C=NC=CC1)Cl)NN 2-(3,5-dichloro-4-((2-(pyridin-3-ylmethyl)-1-oxo-1,2,3,4-Tetrahydroisoquinolin-6-yl)oxy)phenyl)hydrazine